ethyl (S)-6-oxo-4,6,7,8-tetrahydro-1H-spiro[naphthalene-2,2'-[1,3]dioxolane]-8a(3H)-carboxylate O=C1C=C2CCC3(OCCO3)C[C@]2(CC1)C(=O)OCC